C1(CCC1)N1C=C(C(C(=C1)C1=CC=C(C=C1)F)=O)C(=O)O 1-cyclobutyl-5-(4-fluorophenyl)-4-oxo-1,4-dihydropyridine-3-carboxylic acid